tert-butyl (2R,5S)-4-(6-chloro-1-(4-cyclopropyl-6-isopropylpyrimidin-5-yl)-7-(2-fluorophenyl)-2-oxo-1,2-dihydropyrido[2,3-d]pyrimidin-4-yl)-2,5-dimethylpiperazine-1-carboxylate ClC1=CC2=C(N(C(N=C2N2C[C@H](N(C[C@@H]2C)C(=O)OC(C)(C)C)C)=O)C=2C(=NC=NC2C(C)C)C2CC2)N=C1C1=C(C=CC=C1)F